CC1N=C(N(C1)C(C)NC(CCCCCCCCCCCCCCCCC)=O)CCCCCCCCCCCCCCCCCC methyl-1-stearamidoethyl-2-stearylimidazoline